2-((S)-4,4-difluoro-3-(6-oxo-1,6-dihydropyridin-3-yl)piperidin-1-yl)-N-(3-fluoro-5-((5-fluoropyridin-2-yl)oxy)pyridin-2-yl)propanamide FC1([C@H](CN(CC1)C(C(=O)NC1=NC=C(C=C1F)OC1=NC=C(C=C1)F)C)C1=CNC(C=C1)=O)F